3-(HYDROXYAMINO)ALANINE-15N ONC[C@H]([15NH2])C(=O)O